O[C@@H]1C[C@H](CC1)NC(=O)C1=NC=CC(=N1)C1=CN=CN1C N-((1S,3S)-3-hydroxycyclopentyl)-4-(1-methyl-1H-imidazol-5-yl)pyrimidine-2-carboxamide